2-fluoro-N-[5-(furan-2-yl)-2-methyl-[1,2,4]triazolo[1,5-c]pyrimidin-7-yl]acetamide FCC(=O)NC1=CC=2N(C(=N1)C=1OC=CC1)N=C(N2)C